2-oxo-2-((2-phenylpropane-2-yl)amino)acetic acid O=C(C(=O)O)NC(C)(C)C1=CC=CC=C1